C(C)(C)(C)C1=NO[C@H](C1)C[C@@H]1[C@@H]([C@H]([C@H]([C@H](O1)CO)O)N1N=NC(=C1)C1=C(C(=C(C=C1)Cl)F)F)OC |&1:7| (2R,3R,4S,5R,6R)-6-(((RS)-3-(tert-butyl)-4,5-dihydroisoxazol-5-yl)methyl)-4-(4-(4-chloro-2,3-difluorophenyl)-1H-1,2,3-triazol-1-yl)-2-(hydroxymethyl)-5-methoxytetrahydro-2H-pyran-3-ol